BrCC(C)=C bromo-isobutylene